1-methyl-1,2,5-triazol CN1N=CC=N1